N1C=CC2=CC=CC(=C12)NC(NC1=CC=C(C=C1)NC(NC=1C=CC=C2C=CNC12)=S)=S 3-(1H-indol-7-yl)-1-(4-{[(1H-indol-7-yl)carbamothioyl]amino}phenyl)thiourea